2-azido-1-(4-(t-butoxy)phenyl)-2-fluoroethane-1-one N(=[N+]=[N-])C(C(=O)C1=CC=C(C=C1)OC(C)(C)C)F